6-(2,4-difluorophenoxy)-2-(benzylsulfanyl)pyrido[2,3-d]pyrimidin-7(8H)-one FC1=C(OC2=CC3=C(N=C(N=C3)SCC3=CC=CC=C3)NC2=O)C=CC(=C1)F